N-[(1S)-2-[6-[(6-methoxy-2-methyl-3,4-dihydro-1H-isoquinolin-7-yl)amino]pyrazolo[3,4-d]pyrimidin-1-yl]-1-methyl-ethyl]acetamide COC=1C=C2CCN(CC2=CC1NC1=NC=C2C(=N1)N(N=C2)C[C@H](C)NC(C)=O)C